aluminum copper magnesium silicon [Si].[Mg].[Cu].[Al]